IC(CC(=O)OC1=CC=CC=C1)(F)F phenyl 3-iodo-3,3-difluoropropionate